(±)-(4aR,13bS)-4-methyl-1,2,3,4,4a,5,6,13b-octahydro-8H-pyrido[3',4':4,5]pyrimido[2,1-f][1,6]naphthyridin-8-one CN1CCC[C@@H]2C=3N(CC[C@@H]12)C(C1=C(N3)C=NC=C1)=O |r|